8-hydroxy-7-(piperidin-1-ylmethylene)-6H-benzo[4,5]thieno[3,2-c]benzopyran-6-one OC1C=CC2=C(C=3C(OC4=C(C3S2)C=CC=C4)=O)C1=CN1CCCCC1